5-(2,3-dimethyl-3H-imidazo[4,5-b]pyridin-5-yl)-N-(oxetan-3-yl)pyrrolo[2,1-f][1,2,4]triazin-2-amine CC1=NC=2C(=NC(=CC2)C=2C=CN3N=C(N=CC32)NC3COC3)N1C